4,6-dichloro-N-(2,3-dihydro-1H-inden-2-yl)-N-methylpyridinamide ClC1=CC(=NC(=C1)Cl)C(=O)N(C)C1CC2=CC=CC=C2C1